ClC1=C(C(=CC=C1)F)NC(=O)C1=CC(=C(C=C1OC(C)C(C)(F)F)N1N=C(N(C1=O)CC)C(=O)O)F 4-[(2-chloro-6-fluorophenyl)carbamoyl]-5-{[3,3-difluorobutan-2-yl]oxy}-2-fluorophenyl-4-ethyl-5-oxo-4,5-dihydro-1H-1,2,4-triazole-3-carboxylic acid